4-Aminobutyldimethyl-methoxysilane NCCCC[Si](OC)(C)C